C(C)(C)(C)OC(=O)N1CC2(CCCC2)C(CC1)O 10-hydroxy-7-azaspiro[4.5]decane-7-carboxylic acid tert-butyl ester